S1CCC(=CC1)C1=NN2C(N(C(C3=C2N=CC=C3)=O)CC(=O)NC3=NC=C(C=C3)F)=C1 2-(2-(3,6-dihydro-2H-thiopyran-4-yl)-5-oxopyrazolo[1,5-a]pyrido[3,2-e]pyrimidin-4(5H)-yl)-N-(5-fluoropyridin-2-yl)acetamide